Benzo[d][1,3]dioxolan-5-ylmethylamine O1COC2=C1C=CC(=C2)CN